2,2'-azobis[N-(2-carboxyethyl)-2-methyl-propionamidine] hydrate O.N(=NC(C(=N)NCCC(=O)O)(C)C)C(C(=N)NCCC(=O)O)(C)C